tert-butyl ((7R)-2-azabicyclo-[2.2.1]heptan-7-yl)carbamate C12NCC(CC1)[C@H]2NC(OC(C)(C)C)=O